tert-butyl 4-(3-(2,6-dioxopiperidin-3-yl)-1-methyl-1H-indazol-6-yl)piperidine-1-carboxylate O=C1NC(CCC1C1=NN(C2=CC(=CC=C12)C1CCN(CC1)C(=O)OC(C)(C)C)C)=O